[Mn](=O)(=O)([O-])[O-].[Ba+2].[La+3] lanthanum Barium Manganate